5-[5-(difluoromethyl)-1,3,4-oxadiazol-2-yl]-2-(2-trimethylsilylethoxymethyl)pyridazin-3-one FC(C1=NN=C(O1)C1=CC(N(N=C1)COCC[Si](C)(C)C)=O)F